5-(2-amino-[1,2,4]triazolo[1,5-a]pyridin-7-yl)-3-fluoro-2-methylbenzoic acid methyl ester trifluoroacetate salt FC(C(=O)O)(F)F.COC(C1=C(C(=CC(=C1)C1=CC=2N(C=C1)N=C(N2)N)F)C)=O